OCCN(C1=CC=C(C=C1)/C=C/C=C/C(=O)C1=NC2=CC=C(C=C2C=C1)OC)C (2E,4E)-5-(4-((2-hydroxyethyl)(methyl)amino)phenyl)-1-(6-methoxyquinolin-2-yl)penta-2,4-dien-1-one